Methylcyclopentyl methacrylate C(C(=C)C)(=O)OC1(CCCC1)C